(R)-methyl acetylalaninate C(C)(=O)N[C@H](C)C(=O)OC